3-(3-Cyclopropyl-4-methyl-phenyl)-N-methyl-cyclobutan-1-amine, trifluoroacetate salt FC(C(=O)O)(F)F.C1(CC1)C=1C=C(C=CC1C)C1CC(C1)NC